5-chloro-2,3-dihydrofuro[2,3-b]pyridine-4-carboxamide ClC1=C(C2=C(N=C1)OCC2)C(=O)N